CN(C(C(=O)C1=CC=C(C=C1)N1CCOCC1)(CC)CC1=CC=CC=C1)C 2-dimethylamino-1-(4-morpholinophenyl)-2-benzyl-1-butanone